1-Ethyl 3-methyl 2-(3-((3,4-dimethoxyphenethyl)(methyl)amino)propyl)-2-(3,4-dimethoxyphenyl)malonate COC=1C=C(CCN(CCCC(C(=O)OCC)(C(=O)OC)C2=CC(=C(C=C2)OC)OC)C)C=CC1OC